2-(((2-(4-(3-hydroxypropyl)piperazin-1-yl)ethyl)amino)methylene)-5-(p-tolyl)cyclohexane-1,3-dione OCCCN1CCN(CC1)CCNC=C1C(CC(CC1=O)C1=CC=C(C=C1)C)=O